pentalene-4-carboxylic acid (1-methyl-cyclobutyl)-amide CC1(CCC1)NC(=O)C=1C2=CC=CC2=CC1